Ethyl 2-(2'-(1-methylcyclopropyl)-7'-oxo-5'H-spiro[cyclopropane-1,4'-thieno[2,3-c]pyridin]-6'(7'H)-yl)acetate CC1(CC1)C1=CC2=C(C(N(CC23CC3)CC(=O)OCC)=O)S1